6-chloro-8-(3,3,4,4-tetrafluoropyrrolidin-1-yl)imidazo[1,2-b]pyridazine ClC=1C=C(C=2N(N1)C=CN2)N2CC(C(C2)(F)F)(F)F